C(C=C)(=O)N1CCC(CC1)OC=1C=C2C(=C(C=NC2=CC1OC)C#N)NC1=CC(=C(C=C1)Cl)Cl 6-((1-acryloylpiperidin-4-yl)oxy)-4-((3,4-dichlorophenyl)amino)-7-methoxyquinoline-3-carbonitrile